1-{3-ethyl-4-[(Z)-2-[4-(trifluoromethyl)phenyl]ethenyl]pyrrolidin-1-yl}prop-2-en-1-one C(C)C1CN(CC1\C=C/C1=CC=C(C=C1)C(F)(F)F)C(C=C)=O